quinolin-8-ylmethanone N1=CC=CC2=CC=CC(=C12)C=O